2-ethyl-6-methylpyrazine C(C)C1=NC(=CN=C1)C